S(=O)(=O)(O)C(CCC)C=1NC=C(N1)C=C 1-sulfobutyl-4-vinyl-imidazole